FC(C(=O)O)(F)F.ClC1=CC=C(C[C@@H]2N(C[C@@H](OC2)CN2CC(C2)F)C2CCN(CC2)C=2NC(=NN2)N)C=C1 5-(4-((2S,5S)-5-(4-chlorobenzyl)-2-((3-fluoroazetidin-1-yl)methyl)morpholino)-piperidin-1-yl)-4H-1,2,4-triazol-3-amine 2,2,2-trifluoroacetate